[C@H]12CN(C[C@H](CC1)N2)C2=NC(=NC1=C(C(=C(C=C21)Cl)C2=CC(=CC1=CC=CC=C21)O)F)OCC(C)(C)N(C)C 4-((S or R)-4-((1R,5S)-3,8-diazabicyclo[3.2.1]octan-3-yl)-6-chloro-2-(2-(dimethyl-amino)-2-methylpropoxy)-8-fluoro-quinazolin-7-yl)naphthalen-2-ol